Methyl (E)-3-[3-(3-cyano-5-fluoro-phenoxy)-2-methyl-6-(trifluoromethylsulfonyl)phenyl]prop-2-enoate C(#N)C=1C=C(OC=2C(=C(C(=CC2)S(=O)(=O)C(F)(F)F)/C=C/C(=O)OC)C)C=C(C1)F